methylphenyl N-hexylcarbamate C(CCCCC)NC(OC1=C(C=CC=C1)C)=O